N-{4-[2-(2-chlorophenyl)acetylamino]pyridin-2-yl}-N-(3-fluoro-5-methoxyphenyl)acetamide ClC1=C(C=CC=C1)CC(=O)NC1=CC(=NC=C1)N(C(C)=O)C1=CC(=CC(=C1)OC)F